O=C(CC[C@H]1NC(OC1)=O)N1CC2(C1)CC(C2)=CB2OC(C(O2)(C)C)(C)C (R)-4-(3-oxo-3-(6-((4,4,5,5-tetramethyl-1,3,2-dioxaborolan-2-yl)methylene)-2-azaspiro[3.3]heptan-2-yl)propyl)oxazolidin-2-one